4-(cyclopentylamino)-6-((2-methoxy-4-((4-morpholinopiperidin-1-yl)sulfonyl)phenyl)amino)-1H-pyrrolo[2,3-b]pyridine-3-carbonitrile C1(CCCC1)NC1=C2C(=NC(=C1)NC1=C(C=C(C=C1)S(=O)(=O)N1CCC(CC1)N1CCOCC1)OC)NC=C2C#N